sodium potassium 2,2-dioctylmalonate C(CCCCCCC)C(C(=O)[O-])(C(=O)[O-])CCCCCCCC.[K+].[Na+]